O=C1NC(CC[C@@H]1NC(C1=C(C=C(C=C1)F)F)=O)=O (S)-N-(2,6-dioxo-piperidin-3-yl)-2,4-difluorobenzamide